IC=1C(=NN2C1CN(CC2)C(=O)OC(C)(C)C)C2=NC(=CC=C2)C tert-butyl 3-iodo-2-(6-methylpyridin-2-yl)-6,7-dihydropyrazolo[1,5-a]pyrazine-5(4H)-carboxylate